tert-butyl (1-(4-(9-benzyl-6-(1-methylcyclopropoxy)-9H-purin-8-yl)-3-chlorophenyl)piperidin-4-yl)carbamate C(C1=CC=CC=C1)N1C2=NC=NC(=C2N=C1C1=C(C=C(C=C1)N1CCC(CC1)NC(OC(C)(C)C)=O)Cl)OC1(CC1)C